C(C)(=O)ON=C(C(=O)C1=C(C=CC=C1)SC1=CC=C(C=C1)OCCO)C N-acetyloxy-1-[4-(2-hydroxyethyloxy)phenylsulfanylphenyl]propane-1-one-2-imine